N,N'-hexamethylenebis(stearamide) C(CCCCCCCCCCCCCCCCC)(=O)NCCCCCCNC(CCCCCCCCCCCCCCCCC)=O